(S)-tert-butyl 3-methyl-6-(3-(2-(Pyrrolidin-1-yl)Ethoxy)phenyl)-3,4-dihydropyridine-1(2H)-carboxylate C[C@@H]1CN(C(=CC1)C1=CC(=CC=C1)OCCN1CCCC1)C(=O)OC(C)(C)C